(Acetylsulfanylmethyl)azetidine-1-carboxylic acid tert-butyl ester C(C)(C)(C)OC(=O)N1C(CC1)CSC(C)=O